N-(6-methoxy-4-(1-methoxyethyl)-1,5-naphthyridin-3-yl)-N'-(1-methyl-3-(trifluoromethyl)-1H-pyrazol-5-yl)urea COC=1N=C2C(=C(C=NC2=CC1)NC(=O)NC1=CC(=NN1C)C(F)(F)F)C(C)OC